methyl 5-methyl-4-oxo-4,5,6,7-tetrahydrofuro[3,2-c]pyridin-3-carboxylate CN1C(C2=C(CC1)OC=C2C(=O)OC)=O